N-(2-acetylphenyl)-6-chloropicolinamide C(C)(=O)C1=C(C=CC=C1)NC(C1=NC(=CC=C1)Cl)=O